1,3,5-Oxadiazinane O1CNCNC1